OC(=O)[C@@H](C)C1=CC=C(CC(C)C)C=C1 |r| racemic-(S,R)-ibuprofen